6-((5,6-dihydropyrrolo[3,4-c]pyrrole-2(1H,3H,4H)-yl)sulfonyl)benzo[d]thiazole C1N(CC2=C1CNC2)S(=O)(=O)C2=CC1=C(N=CS1)C=C2